tert-butyl 3-(4-bromobenzyl)pyrrolidine-1-carboxylate BrC1=CC=C(CC2CN(CC2)C(=O)OC(C)(C)C)C=C1